N-(cyclobutylmethyl)-1-{4-[4-({[5-(trifluoromethyl)pyridin-3-yl]methyl}carbamoyl)-1H-1,2,3-triazol-1-yl]butyl}-1H-1,2,3-triazole-4-carboxamide C1(CCC1)CNC(=O)C=1N=NN(C1)CCCCN1N=NC(=C1)C(NCC=1C=NC=C(C1)C(F)(F)F)=O